C(#N)C1=CC=C(C=C1)C(CCO)N(C([O-])=O)O N-[1-(4-cyanophenyl)-3-hydroxypropyl]-N-hydroxycarbamate